ClC1=C(C(=O)C2C3(N(CC2C2=CC(=C(C=C2)O)O)C)C(NC2=CC=CC=C23)=O)C=CC=C1 (2-chlorobenzoyl)-4'-(3,4-dihydroxyphenyl)-1'-methylspiro[indoline-3,2'-pyrrolidin]-2-one